BrC=1C=C(C(=O)N2CCN(CC2)C(=O)C2=CC(=C(C=C2)O[C@@H]2CNCC2)C2CCCCC2)C=C(C1)N1CCNCC1 (S)-(4-(3-bromo-5-(piperazin-1-yl)benzoyl)piperazin-1-yl)(3-cyclohexyl-4-(pyrrolidin-3-yloxy)phenyl)methanone